2,2,2-trifluoro-1-(4-fluorophenyl)ethyl trifluoromethanesulfonate FC(S(=O)(=O)OC(C(F)(F)F)C1=CC=C(C=C1)F)(F)F